C(C)N(C(C1=C(C=CC(=C1)F)OC=1C(=NC=NC1)N1CC2(C1)CCN(CC2)CC2(CCC(CC2)NS(=O)(=O)CC)O)=O)C(C)C N-ethyl-2-((4-(7-(((1r,4r)-4-(ethylsulfonamido)-1-hydroxycyclohexyl)methyl)-2,7-diazaspiro[3.5]nonan-2-yl)pyrimidin-5-yl)oxy)-5-fluoro-N-isopropylbenzamide